CC1=NN=C(S1)NC1=CC2=C(N(C(=N2)C2=CC(=C(C(=C2)OC)OC)OC)CCC)C=C1N1CCOCC1 5-methyl-N-(6-morpholinyl-1-propyl-2-(3,4,5-trimethoxyphenyl)-5-benzimidazolyl)-1,3,4-thiadiazole-2-amine